8-methoxy-5-(4-methoxybenzyl)-5H-pyrimido[5,4-b]indole-2,4-diol COC1=CC=2C3=C(N(C2C=C1)CC1=CC=C(C=C1)OC)C(=NC(=N3)O)O